C(=O)C=1C=C(C=CC1)C1(CCC1)NC(OC(C)(C)C)=O tert-Butyl (1-(3-formylphenyl)cyclobutyl)carbamate